di(tert-butylcyclohexyl) peroxydicarbonate C(=O)(OC1(CCCCC1)C(C)(C)C)OOC(=O)OC1(CCCCC1)C(C)(C)C